NC1=NC(=C(C(=N1)CCC(=O)O)CC1=C(C=CC(=C1)C(C)(C)C#N)OC)NCCCC 3-(2-amino-6-(butylamino)-5-(5-(2-cyanopropan-2-yl)-2-methoxybenzyl)pyrimidin-4-yl)propanoic acid